NCC1(CCN(CC1)C(=O)OC(C)(C)C)O tert-butyl 4-(aminomethyl)-4-hydroxy-piperidine-1-carboxylate